(5aR,5bS,7aS,10aS,10bR,12aR)-2-(2-hydroxyphenyl)-5a,7a-dimethyl-4,5,5a,5b,6,7,7a,9,10,10a,10b,11,12,12a-tetradecahydro-8H-cyclopenta[7,8]phenanthro[2,1-d]thiazol-8-one OC1=C(C=CC=C1)C=1SC2=C(N1)CC[C@@]1([C@H]3CC[C@]4([C@H]([C@@H]3CC[C@H]12)CCC4=O)C)C